2-{[(p-methoxyphenyl)methyl]amino}-5,5-dimethyl-3-hexenoic acid COC1=CC=C(C=C1)CNC(C(=O)O)C=CC(C)(C)C